FC1=C(C(=CC=C1)F)[C@@H](CC)NC1=NC=C(C=N1)C1=NOC(=N1)C(F)(F)F N-[(1R)-1-(2,6-difluorophenyl)propyl]-5-[5-(trifluoromethyl)-1,2,4-oxadiazol-3-yl]pyrimidin-2-amine